1,4-bis(4-methyl-5-phenyl-2-oxazolyl)benzene CC=1N=C(OC1C1=CC=CC=C1)C1=CC=C(C=C1)C=1OC(=C(N1)C)C1=CC=CC=C1